4-(5-bromo-2-(methylthio)-1-((2-(trimethylsilyl)ethoxy)methyl)-1H-imidazol-4-yl)-2,3-dihydro-1H-inden-1-one BrC1=C(N=C(N1COCC[Si](C)(C)C)SC)C1=C2CCC(C2=CC=C1)=O